ClC1=CC2=C(N=C(S2)NC(C2=CC=C(C=C2)N2CCOCC2)=O)C=C1 N-(6-Chlorobenzothiazol-2-yl)-4-morpholinobenzamid